NC1=NC=C(C2=C1C(=C(N2C)I)C2=CC=C(C(=N2)OC)C(=O)NCC2(CC2)F)Br 6-(4-amino-7-bromo-2-iodo-1-methylpyrrolo[3,2-c]pyridin-3-yl)-N-[(fluorocyclopropyl)methyl]-2-methoxypyridine-3-carboxamide